NCCCCNC(CN1CCN(CCN(CCN(CC1)CC(=O)OC(C)(C)C)CC(=O)OC(C)(C)C)CC(=O)OC(C)(C)C)=O tri-tert-butyl 2,2',2''-(10-(2-((4-aminobutyl)amino)-2-oxoethyl)-1,4,7,10-tetraazacyclododecan-1,4,7-triyl)triacetate